methyl 6-methoxy-1,2,3,4-tetrahydroisoquinoline-7-carboxylate COC=1C=C2CCNCC2=CC1C(=O)OC